NCC1=NNC(C2=CC=C(C=C12)C1=C2C(=CN=C1)NC=C2)=O 4-(aminomethyl)-6-(1H-pyrrolo[2,3-c]pyridin-4-yl)phthalazin-1(2H)-one